4-{[2-methoxy-3-(2-methyl-2H-1,2,3-triazol-4-yl)phenyl]amino}-N-(2H3)methyl-6-[(1-methyl-1H-pyrazol-3-yl)amino]pyridazine-3-carboxamide COC1=C(C=CC=C1C1=NN(N=C1)C)NC1=C(N=NC(=C1)NC1=NN(C=C1)C)C(=O)NC([2H])([2H])[2H]